ethyl (6R)-6-[4-(3-amino-2-pyridyl)piperazin-1-yl]-2-azaspiro[3.4]octane-2-carboxylate NC=1C(=NC=CC1)N1CCN(CC1)[C@H]1CC2(CN(C2)C(=O)OCC)CC1